N1=CC=C(C=C1)/C=C/C1=NNC2=CC(=CC=C12)C=O (E)-3-(2-(pyridin-4-yl)vinyl)-1H-indazol-6-Formaldehyde